5-amino-N-phenyl-1H-pyrazole-4-carboxamide C1=CC=C(C=C1)NC(=O)C2=C(NN=C2)N